O1C(OCC1)C1=C(C=CC=C1OCC1=CC=C(C=C1)OC)CCC(=O)OC methyl 3-[2-(1,3-dioxolan-2-yl)-3-[(4-methoxyphenyl)methoxy]phenyl]propanoate